(R)-3-(3-chloro-4-fluorophenyl)-1-(1-(1-(hydroxymethyl)isoquinolin-4-yl)ethyl)-1-methyl-urea ClC=1C=C(C=CC1F)NC(N(C)[C@H](C)C1=CN=C(C2=CC=CC=C12)CO)=O